NC1=NC=C2C=C(N=C(C2=C1)NC(C)C)C#N 7-amino-1-(isopropylamino)-2,6-naphthyridine-3-carbonitrile